C(C1=CC=CC=C1)OC=1C(=NC(=NC1)Cl)OCC1=CC=C(C=C1)C=1N(C=C(N1)C(F)(F)F)C 5-benzyloxy-2-chloro-4-[[4-[1-methyl-4-(trifluoromethyl)imidazol-2-yl]phenyl]methoxy]pyrimidine